1-(2-methoxypyridin-4-yl)methanamine COC1=NC=CC(=C1)CN